5-bromo-1-((5-(5-(difluoromethyl)-1,3,4-oxadiazole-2-yl)pyridine-2-yl)methyl)-6-fluoro-3-(1-methylazetidine-3-yl)-1,3-dihydro-2H-benzo[d]imidazole-2-one BrC1=CC2=C(N(C(N2C2CN(C2)C)=O)CC2=NC=C(C=C2)C=2OC(=NN2)C(F)F)C=C1F